NC1=C2N=CN(C2=NC(=N1)F)[C@H]1C[C@@H]([C@](O1)(CO)CC)O (2R,3S,5R)-5-(6-amino-2-fluoro-9H-purin-9-yl)-2-ethyl-2-(hydroxymethyl)tetrahydrofuran-3-ol